monopotassium homocysteine N[C@@H](CCS)C(=O)O.[K]